3-oxobut-1-en-2-yl 1-naphthoate C1(=CC=CC2=CC=CC=C12)C(=O)OC(=C)C(C)=O